NCCC=1C=NC(=NC1)C1=C(C=C(C#N)C=C1)OC1=CC(=NC(=C1)N1[C@@H](COCC1)C)C 4-[5-(2-aminoethyl)pyrimidin-2-yl]-3-[2-methyl-6-[(3R)-3-methylmorpholin-4-yl]pyridin-4-yl]oxybenzonitrile